Nε-Benzyloxycarbonyllysine C(C1=CC=CC=C1)OC(=O)NCCCC[C@H](N)C(=O)O